N'-(2,5-dimethyl-4-(3-(pyridin-2-yloxy)oxetan-3-yl)phenyl)-N-ethyl-N-methylformimidamide CC1=C(C=C(C(=C1)C1(COC1)OC1=NC=CC=C1)C)N=CN(C)CC